O[C@@H]1C(OCCC1)[2H] (3S,4R)-3-hydroxyoxan-d